rel-6-Cyclopropoxy-2-((1S,2S,4S)-4-hydroxy-2-methylcyclohexyl)-N-(pyrazolo[1,5-c]pyrimidin-3-yl)-2H-indazole-5-carboxamide C1(CC1)OC=1C(=CC2=CN(N=C2C1)[C@@H]1[C@H](C[C@H](CC1)O)C)C(=O)NC=1C=NN2C=NC=CC21 |o1:13,14,16|